ethoxy-8-methylcoumarin C(C)OC=1C(OC2=C(C=CC=C2C1)C)=O